ClC1=C(C(=CC=C1C1CC1)Cl)[C@@H](C)N1N=NC=2C=NC(=CC21)C=2N=CSC2 (R)-4-(1-(1-(2,6-dichloro-3-cyclopropylphenyl)ethyl)-1H-[1,2,3]triazolo[4,5-c]pyridin-6-yl)thiazole